FC1=CC=C(CC=2SC=C(N2)C2=CC=C(C(=O)O)C=C2)C=C1 4-(2-(4-fluorobenzyl)thiazol-4-yl)benzoic acid